N-(1-methylpiperidin-4-yl)-3-[8-(prop-2-enamido)naphthalen-2-yl]benzamide CN1CCC(CC1)NC(C1=CC(=CC=C1)C1=CC2=C(C=CC=C2C=C1)NC(C=C)=O)=O